1-(5-(2-fluorophenyl)-1-(pyridin-3-yl-sulfonyl)-1H-pyrrol-3-yl)-N,N-dimethylmethylamine FC1=C(C=CC=C1)C1=CC(=CN1S(=O)(=O)C=1C=NC=CC1)CN(C)C